2-(3-nitrophenyl)-1,3-dithiane [N+](=O)([O-])C=1C=C(C=CC1)C1SCCCS1